C(C)(=O)O[C@H]1[C@@H](O[C@@H]([C@@H]([C@@H]1OCC1=CC=CC=C1)OCC1=CC=CC=C1)COCC1=CC=CC=C1)F 2-O-acetyl-3,4,6-tri-O-benzyl-β-D-galactopyranosyl fluoride